N1(CCCC1)CCOC1=NSC2=C(OC13CC3)N=CC=C2 (2-(pyrrolidin-1-yl)-ethoxy)spiro[cyclopropane-1,4'-pyrido[2,3-b][1,4,5]oxathiazepin]